(6S)-6-{2-Chloro-3-[(2-methyl-indazol-4-yl)amino]phenyl}-2-imino-6-methyl-3-(tetrahydropyran-4-yl)hexahydropyrimidin-4-one ClC1=C(C=CC=C1NC=1C2=CN(N=C2C=CC1)C)[C@@]1(CC(N(C(N1)=N)C1CCOCC1)=O)C